FC(C1=CC=CC(=N1)C(=O)N)(F)F 6-(trisFluoromethyl)picolinamide